1-[5-(difluoromethyl)-1,3,4-thiadiazol-2-yl]-N-(1-ethynylcyclopropyl)-4-[4-[(3S)-3-hydroxypyrrolidine-1-carbonyl]piperazin-1-yl]indazole-6-sulfonamide FC(C1=NN=C(S1)N1N=CC2=C(C=C(C=C12)S(=O)(=O)NC1(CC1)C#C)N1CCN(CC1)C(=O)N1C[C@H](CC1)O)F